O1CSCC1=O 1,3-oxathiolan-5-one